ethyl (E)-5,5-dimethyl-2-[p-(3-pyridyloxy)benzoylamino]-3-hexenoate CC(/C=C/C(C(=O)OCC)NC(C1=CC=C(C=C1)OC=1C=NC=CC1)=O)(C)C